C1=CC=CC2=CC3=CC=CC=C3C(=C12)COC(N(CC)CC)=O anthracen-9-ylmethyldiethylcarbamate